CS(=O)(=O)C1CCN(CC1)C 4-methyl-sulfonyl-methyl-piperidine